C(C)(C)(C)N(C(O)=O)C1CCN(CC1)CC1[C@@H]2CN(C[C@H]12)C1=CC=C(C=C1)N.ClC1=NC(=CC(=N1)C1=CN=CO1)Cl 5-(2,6-dichloropyrimidin-4-yl)oxazole tert-butyl-(1-(((1R,5S,6s)-3-(4-aminophenyl)-3-azabicyclo[3.1.0]hexan-6-yl)methyl)piperidin-4-yl)carbamate